2-trimethylsilylethyl N-[4-methoxy-5-[[4-(1-methylindol-3-yl)pyrimidin-2-yl]amino]-2-[methyl-[2-(methylamino)ethyl]amino] phenyl]carbamate COC1=CC(=C(C=C1NC1=NC=CC(=N1)C1=CN(C2=CC=CC=C12)C)NC(OCC[Si](C)(C)C)=O)N(CCNC)C